CC1=NC=CC2=C1N(C1=CC(=CC=C21)O)CCN2CCCCC2 1-methyl-9-(2-(piperidin-1-yl)ethyl)-9H-pyrido[3,4-b]indol-7-ol